B(O)(O)C1=CC(=C(C(=O)O)C=C1)C(F)(F)F 4-BORONO-2-(TRIFLUOROMETHYL)BENZOIC ACID